Cl.Cl.C(CCC)C1=NC=2C(=C(N=NC2N)OC(C)C)N1CC1=CC(=CC=C1)CNC1(CCC1)C 2-butyl-7-isopropoxy-1-(3-(((1-methylcyclobutyl)amino)methyl)benzyl)-1H-imidazo[4,5-d]pyridazin-4-amine dihydrochloride salt